C12NCC(CC1)(CC2)C(C)(C)O 2-(2-Azabicyclo[2.2.2]octan-4-yl)propan-2-ol